CCOC(=O)[C@H]1CCCNC1 ethyl (S)-(+)-3-piperidinecarboxylate